NC1=CC(NC(N1)=O)=O 6-Aminouracile